1-(2-oxaspiro[3.3]heptan-6-yl)-3-((5-(5-(trifluoromethyl)-1,3,4-oxadiazol-2-yl)pyridin-2-yl)methyl)-1,3-dihydro-2H-benzo[d]imidazol-2-one C1OCC12CC(C2)N2C(N(C1=C2C=CC=C1)CC1=NC=C(C=C1)C=1OC(=NN1)C(F)(F)F)=O